F[C@@H]1[C@@H](CN(C1)C)NC1=NN2C(C(=N1)OC)=C(C=C2)C=2C=C1C=CC=NC1=CC2 N-((3R,4S)-4-fluoro-1-methylpyrrolidin-3-yl)-4-methoxy-5-(quinolin-6-yl)pyrrolo[2,1-f][1,2,4]triazin-2-amine